C(=O)C(C)CC 2-formylbutane